(1S,2S)-1-(4-hydroxy-phenyl)-2-(4-hydroxy-4-phenylpiperidinyl)-1-propanol OC1=CC=C(C=C1)[C@@H]([C@H](C)N1CCC(CC1)(C1=CC=CC=C1)O)O